IC=1C=NN(C1C)C1=CC=C(C=C1)OC(F)(F)F 4-iodo-5-methyl-1-[4-(trifluoromethoxy)phenyl]pyrazole